FC(C)(F)C1=C(C(=C(C=N1)[C@H]1CC[C@@H](C=2C=C(C=C(C12)C#N)F)F)C)F (5S,8S)-8-[6-(1,1-difluoroethyl)-5-fluoro-4-methylpyridin-3-yl]-3,5-difluoro-5,6,7,8-tetrahydronaphthalene-1-carbonitrile